CC1(C(C(=C[C@]2(CCN(C2)C(C(C)N2N=NC(=C2)C)=O)C1)C#N)=O)C (5R)-9,9-dimethyl-2-[2-(4-methyl-1H-1,2,3-triazol-1-yl)propanoyl]-8-oxo-2-azaspiro[4.5]dec-6-ene-7-carbonitrile